2-(5-((tert-butyldimethylsilyl)oxy)-1-(tetrahydro-2H-pyran-2-yl)-1H-indazole-3-yl)-4,6-dihydropyrrolo[3,4-d]imidazole [Si](C)(C)(C(C)(C)C)OC=1C=C2C(=NN(C2=CC1)C1OCCCC1)C=1NC2=C(N1)CNC2